[Ni].[Cu].[Zn] zinc-copper-nickel